4-(3-(2,4-dimethoxybenzyl)-5-(3-(m-tolyl)-1H-pyrazol-1-yl)-3H-imidazo[4,5-b]pyridine-7-yl)morpholine COC1=C(CN2C=NC=3C2=NC(=CC3N3CCOCC3)N3N=C(C=C3)C=3C=C(C=CC3)C)C=CC(=C1)OC